CC=1C(=NC=CC1)C1(N=NN=N1)C(=O)[O-] 5-(3-methyl-2-pyridyl)tetrazolate